BrC1=CC=C(C=C1)C1=NNC(=C1)CC 3-(4-bromophenyl)-5-ethyl-1H-pyrazole